tert-butyl (2S,5S)-9-bromo-8-methyl-2,3-dihydro-2,5-methanopyrido[3,4-f][1,4]oxazepine-4(5H)-carboxylate BrC1=C(N=CC=2[C@H]3N(C[C@@H](OC21)C3)C(=O)OC(C)(C)C)C